C(C)(=O)NC=1C=C(C=CC1C)NC(=O)C=1C=C2C(=NN(C2=CC1)C)C1=C(C=C(C=C1)N)C N-(3-Acetamido-4-methylphenyl)-3-(4-amino-2-methylphenyl)-1-methyl-1H-indazole-5-carboxamide